6-nitrobenzo[d]isothiazol-3(2H)-one 1,1-dioxide [N+](=O)([O-])C1=CC2=C(C(NS2(=O)=O)=O)C=C1